3-benzyl-7-oxa-3-azabicyclo[4.1.0]heptane C(C1=CC=CC=C1)N1CC2OC2CC1